1-(6-chloro-2-(trifluoromethyl)naphthalen-1-yl)-1H-pyrrole-2,5-dione ClC=1C=C2C=CC(=C(C2=CC1)N1C(C=CC1=O)=O)C(F)(F)F